CC=1C(=NC=CC1)C1(CC1)C(=O)N1CCCC12CCN(CC2)C(=O)O 1-(1-(3-methylpyridin-2-yl)cyclopropane-1-carbonyl)-1,8-diazaspiro[4.5]decane-8-carboxylic acid